tert-butyl 2-(6-(2-(ethyl (isopropyl) carbamoyl)-4-fluorophenoxy)-3-(methylamino)-1,2,4-triazin-5-yl)-2,7-diazaspiro[3.5]nonane-7-carboxylate C(C)N(C(=O)C1=C(OC2=C(N=C(N=N2)NC)N2CC3(C2)CCN(CC3)C(=O)OC(C)(C)C)C=CC(=C1)F)C(C)C